ClC=1N(N=C2C=CC(=C(C12)Cl)C1=NNC=2N=C(N(C(C21)=O)C)N2[C@H]1[C@@H](C[C@@H]2CC1)NC)CC 3-(3,4-Dichloro-2-ethyl-2H-indazol-5-yl)-5-methyl-6-((1R,2R,4S)-2-(methylamino)-7-azabicyclo[2.2.1]heptan-7-yl)-1,5-dihydro-4H-pyrazolo[3,4-d]pyrimidin-4-one